COC=1C=C2CCN(CC2=CC1OC)CCC1=CC=C(C=C1)N1N=C(N=N1)C1=C(N)C=CC(=C1)OC=1C=NC=CC1 2-(2-(4-(2-(6,7-Dimethoxy-3,4-dihydroisoquinolin-2(1H)-yl)ethyl)phenyl)-2H-tetrazol-5-yl)-4-(pyridin-3-yloxy)aniline